(S)-4-(3-(4-chloro-2-fluorophenyl)-2,3-dihydrobenzo[b][1,4]dioxin-5-yl-3-d)piperidine ClC1=CC(=C(C=C1)[C@@]1(OC2=C(OC1)C=CC=C2C2CCNCC2)[2H])F